ClC=1C(=C(C(=NC1C)C(C)O)CO)C 1-[5-chloro-3-(hydroxymethyl)-4,6-dimethylpyridin-2-yl]ethan-1-ol